(E)-2-isopropyl-5-[2-(thiophen-2-yl)vinyl]phenol C(C)(C)C1=C(C=C(C=C1)\C=C\C=1SC=CC1)O